methyl 4-((2R,3S,4S,5R)-3-(3,4-difluoro-2-((oxetan-3-yloxy)methyl)phenyl)-4,5-dimethyl-5-(trifluoromethyl)tetrahydrofuran-2-carboxamido)picolinate FC=1C(=C(C=CC1F)[C@H]1[C@@H](O[C@]([C@H]1C)(C(F)(F)F)C)C(=O)NC1=CC(=NC=C1)C(=O)OC)COC1COC1